2-(1-(7-(8-ethyl-7-fluoro-3-hydroxynaphthalen-1-yl)-2-(((2R,7aS)-2-fluorohexahydro-1H-pyrrolizin-7a-yl)methoxy)-5,6,7,8-tetrahydropyrido[3,4-d]pyrimidin-4-yl)azepan-3-yl)acetamide C(C)C=1C(=CC=C2C=C(C=C(C12)N1CC=2N=C(N=C(C2CC1)N1CC(CCCC1)CC(=O)N)OC[C@]12CCCN2C[C@@H](C1)F)O)F